quinazolone nitrogen [N].N1C(N=CC2=CC=CC=C12)=O